12-((tetrahydro-2H-pyran-2-yl)oxy)dodecane-2-one O1C(CCCC1)OCCCCCCCCCCC(C)=O